3-(methacryloyloxy)-2-oxopropylbenzoate C(C(=C)C)(=O)OCC(COC(C1=CC=CC=C1)=O)=O